OC(C)(C)C=1C=CC(=NC1)C=1C=NC(=CC1NC1=CC(=CC(=C1)OC(F)(F)F)S(=O)(=O)C)NC(C)=O N-(5-(2-hydroxypropan-2-yl)-4'-((3-(methylsulfonyl)-5-(trifluoromethoxy)phenyl)amino)-[2,3'-bipyridin]-6'-yl)acetamide